4-methyl-3-(piperazine-1-carbonyl)-6-(trifluoromethyl)pyridin CC1=C(C=NC(=C1)C(F)(F)F)C(=O)N1CCNCC1